C(C1=CC=CC=C1)OCC1CC(C1)OCCCN(C(OC(C)(C)C)=O)C tert-butyl (3-((1r,3r)-3-((benzyloxy)methyl)cyclobutoxy)propyl)(methyl)carbamate